1,4-Cyclohexanedimethanol methyl-3-(6-chloro-1H-pyrrolo[2,3-b]pyridin-1-yl)-2-fluoropropionate CC(C(=O)OCC1CCC(CC1)CO)(CN1C=CC=2C1=NC(=CC2)Cl)F